2-(4-fluorophenyl)-N-{4-[6-fluoro-3-(pyridin-2-yl)-1H-pyrrolo[3,2-b]pyridin-2-yl]pyridin-2-yl}acetamide FC1=CC=C(C=C1)CC(=O)NC1=NC=CC(=C1)C1=C(C2=NC=C(C=C2N1)F)C1=NC=CC=C1